O[C@H]1CCN(CCC1)C1=CC2=C(C[C@@](O2)(C)CO)C=C1NC(=O)C=1C=NN2C1N=CC=C2 N-((S)-6-((R)-4-hydroxyazepan-1-yl)-2-(hydroxymethyl)-2-methyl-2,3-dihydrobenzofuran-5-yl)pyrazolo[1,5-a]pyrimidine-3-carboxamide